C1=CC(=CC(=C1)OC2=C(C=CC=N2)C(=O)NC3=C(C=C(C=C3)F)F)C(F)(F)F The molecule is a pyridinecarboxamide that is pyridine-3-carboxamide substituted by a 2,4-difluorophenyl group at the carbamoyl nitrogen and a 3-(trifluoromethyl)phenoxy group at position 2. It has a role as an environmental contaminant, a xenobiotic, a herbicide and a carotenoid biosynthesis inhibitor. It is an aromatic ether, a member of (trifluoromethyl)benzenes and a pyridinecarboxamide.